C(C)(=O)N1CC(C=2C3=C(C(NC2C1)=O)C=C(C=C3)F)N(C(=O)NC3=CC(=C(C=C3)F)C#N)C 1-(3-Acetyl-8-fluoro-6-oxo-1,2,3,4,5,6-hexahydrobenzo[c][1,7]naphthyridin-1-yl)-3-(3-cyano-4-fluorophenyl)-1-methylurea